(Z)-2-(4-chloro-3-methoxyphenyl)-3-(dimethylamino)acrylic acid methyl ester COC(\C(=C/N(C)C)\C1=CC(=C(C=C1)Cl)OC)=O